p-tolyl thioether C1(=CC=C(C=C1)SC1=CC=C(C=C1)C)C